cholest-5-ene-3beta,7alpha-diol CC(C)CCC[C@@H](C)[C@H]1CC[C@H]2[C@@H]3[C@@H](C=C4C[C@H](CC[C@]4(C)[C@H]3CC[C@]12C)O)O